ClC1=C(C=CC=C1)C=1C(C2=C(N=C(N=C2)NC2=CC=C(C=C2)N2CCN(CC2)C)N(C1)C)=O 6-(2-chlorophenyl)-8-methyl-2-{[4-(4-methylpiperazin-1-yl)phenyl]amino}pyrido[2,3-d]pyrimidin-5(8H)-one